C(C1=CC(O)=C(O)C(O)=C1)(=O)OC1=C(C(=CC2=CC=CC=C12)C(C(F)(F)F)(F)F)C(C(F)(F)F)(F)F (2,3-bis(pentafluoroethyl) naphthyl) gallate